2-benzyl 3-ethyl (S)-2,8-diazaspiro[4.5]decane-2,3-dicarboxylate hydrochloride Cl.C1N([C@@H](CC12CCNCC2)C(=O)OCC)C(=O)OCC2=CC=CC=C2